Br.C(CCCCCCCC)N nonylamine hydrobromide